Nitrogen Bromosuccinimide BrC1C(=O)NC(C1)=O.[N]